5-[2-fluoro-6-(1H-pyrrolo[2,3-c]pyridin-2-yl)pyridin-3-yl]-N-methyl-pyridin-2-amine FC1=NC(=CC=C1C=1C=CC(=NC1)NC)C1=CC=2C(=CN=CC2)N1